ethylenebis(dipentyldithiocarbamate) C(CN(C([SH-]CCCCC)=S)CCCCC)N(C([SH-]CCCCC)=S)CCCCC